FC1=C(C=C(C=C1)CC1=NNC(C2=CC=CC=C12)=O)C1=CC2=C(NC(=N2)NC(=O)NC2CN(C2)C)C=C1 1-(5-(2-Fluoro-5-((4-oxo-3,4-dihydrophthalazin-1-yl)methyl)phenyl)-1H-benzoimidazol-2-yl)-3-(1-methylazetidin-3-yl)urea